(2,4-difluorophenyl)-2-(1H-indol-3-yl)-4-oxobutanoic acid FC1=C(C=CC(=C1)F)C(C(=O)O)(CC=O)C1=CNC2=CC=CC=C12